(3S,4R)-4-(aminomethyl)piperidin-3-ol NC[C@@H]1[C@@H](CNCC1)O